((S)-1-(4-fluorophenyl)-3,4-dihydroisoquinolin-2(1H)-yl)((3S,4aR,7R,8aS)-3-methyloctahydropyrano[3,4-b][1,4]oxazin-7-yl)methanone FC1=CC=C(C=C1)[C@@H]1N(CCC2=CC=CC=C12)C(=O)[C@H]1C[C@H]2[C@@H](O[C@H](CN2)C)CO1